6-(3-amino-6-(3-((dimethylamino)methyl)-4-(tetrahydro-2H-pyran-4-yl)phenyl)-5-fluoropyrazin-2-yl)-8-fluoro-3-methylisoquinolin-1(2H)-one NC=1C(=NC(=C(N1)F)C1=CC(=C(C=C1)C1CCOCC1)CN(C)C)C=1C=C2C=C(NC(C2=C(C1)F)=O)C